5-(4-chloro-3-fluorophenyl)-3-(2-(3,3-difluoroazetidin-1-yl)-2-oxoethyl)-3H-pyrrolo[2,3-d]pyrimidin-4(7H)-one ClC1=C(C=C(C=C1)C1=CNC=2N=CN(C(C21)=O)CC(=O)N2CC(C2)(F)F)F